NC1=NNC(=C1C1=CC=C(C=C1)NC(=O)[C@H](C(C1CCC1)C1CCC1)NC(=O)C=1N(N=CC1)C)C N-[(1S)-1-[[4-(3-amino-5-methyl-1H-pyrazol-4-yl)phenyl]carbamoyl]-2,2-di(cyclobutyl)ethyl]-2-methyl-pyrazole-3-carboxamide